1-(6-(5,6-dimethoxy-1H-benzo[d]imidazol-1-yl)-3-(hydroxymethyl)pyridin-2-yl)pyrrolidin-2-one COC1=CC2=C(N(C=N2)C2=CC=C(C(=N2)N2C(CCC2)=O)CO)C=C1OC